C(C)OC(\C(=C\C=1SC2=C(C1NC(=O)OC(C)(C)C)C=CC=C2)\CC#N)=O (E)-3-[3-(tert-Butoxycarbonylamino)benzothien-2-yl]-2-(cyanomethyl)prop-2-enoic acid ethyl ester